O1CC(C1)N1N=CC=2C1=NC(=CN2)N2CCC1(CCNC1C1=NC(=CN=C1)C(F)(F)F)CC2 8-(1-(oxetan-3-yl)-1H-pyrazolo[3,4-b]pyrazin-6-yl)-1-(6-(trifluoromethyl)pyrazin-2-yl)-2,8-diazaspiro[4.5]decane